FC=1C=C(C(=CC1F)N)N 4,5-difluorobenzene-1,2-diamine